5,7,4'-Trihydroxyflavone OC1=C2C(C=C(OC2=CC(=C1)O)C1=CC=C(C=C1)O)=O